C(CCC)OC(NC1=CC=C(C=C1)I)=O.C(=O)OC Methyl formate butyl-N-(4-iodophenyl)carbamate